ClC=1C(=NC(=NC1)NC1CCOCC1)C1=CC=C2CN(C(C2=C1)=O)CC(=O)N[C@H](C)C1=CC(=NC=C1)C 2-(6-{5-chloro-2-[(oxacyclohex-4-yl)amino]pyrimidin-4-yl}-1-oxo-2,3-dihydro-1H-isoindol-2-yl)-N-[(1R)-1-(2-methylpyridin-4-yl)ethyl]acetamide